5-methyl-(2'-O,4'-C-methylene)-Uridine CC=1C(NC(N([C@H]2[C@@H]3OC[C@]([C@H]3O)(CO)O2)C1)=O)=O